C(CCCCCCC)OC(CCC(=O)OCCCCCCN(CCCCCCCC(=O)OCC1=CC=C(C=C1)CCCC)CCO)OCCCCCCCC 4-butylbenzyl 8-((6-((4,4-bis(octyloxy)butanoyl)oxy)hexyl)(2-hydroxyethyl)amino)octanoate